1-[5-[3-(1-tert-butoxycarbonylazetidin-3-yl)triazol-4-yl]-3-pyridyl]-6-oxo-pyridazine-3-carboxylic acid C(C)(C)(C)OC(=O)N1CC(C1)N1N=NC=C1C=1C=C(C=NC1)N1N=C(C=CC1=O)C(=O)O